4-((5-chloro-7-(2-((1,3-dioxo-1,3,4,5,6,7-hexahydro-2H-isoindol-2-yl)methyl)thieno[3,2-b]pyridin-7-yl)-1H-indol-1-yl)methyl)piperidine-4-carbonitrile ClC=1C=C2C=CN(C2=C(C1)C1=C2C(=NC=C1)C=C(S2)CN2C(C=1CCCCC1C2=O)=O)CC2(CCNCC2)C#N